3-fluoro-2-(3-iodo-1H-pyrazolo[3,4-c]pyridin-5-yl)phenol FC=1C(=C(C=CC1)O)C=1C=C2C(=CN1)NN=C2I